FC(C)(F)C1=CC=CC(=N1)N1N=CC=2C=NC(=C(C21)F)NC(C)=O N-(1-(6-(1,1-difluoroethyl)pyridin-2-yl)-7-fluoro-1H-pyrazolo[4,3-c]pyridin-6-yl)acetamide